ClC1=NC(=CC=C1C#N)C1=CCCCO1 2-chloro-6-(3,4-dihydro-2H-pyran-6-yl)pyridine-3-carbonitrile